{4-[(4,5-dichloro-1,3-thiazol-2-yl)oxy]-2,5-dimethylphenyl}-N-ethyl-N-methyl-imidoformamide ClC=1N=C(SC1Cl)OC1=CC(=C(C=C1C)C(N(C)CC)=N)C